bromotris(pyrrolidino)phosphonium hexafluorophosphate F[P-](F)(F)(F)(F)F.Br[P+](N1CCCC1)(N1CCCC1)N1CCCC1